CN1CCN(CC1)C1=CC(=C(C=C1)CCC(=O)OC)C(N[C@H](C)C1=CC=CC2=CC=CC=C12)=O methyl 3-[4-(4-methylpiperazin-1-yl)-2-[[(1R)-1-(1-naphthyl)ethyl]carbamoyl]phenyl]propanoate